N-(3-((4-((1-cyclopentylpiperidin-4-yl)amino)-6,7-dimethoxyquinazolin-2-yl)amino)propyl)acrylamide C1(CCCC1)N1CCC(CC1)NC1=NC(=NC2=CC(=C(C=C12)OC)OC)NCCCNC(C=C)=O